2-(dodecyl-thiocarbonylthio)-2-methylpropionic acid C(CCCCCCCCCCC)C(=S)SC(C(=O)O)(C)C